C(C1=CC=CC=C1)NC(=O)C12C(C3C(C(N1)=O)C(CN3CC3=CC=C(C=C3)OC(F)(F)F)C2)CC(C)C N-benzyl-7-isobutyl-4-oxo-1-(4-(trifluoromethoxy)benzyl)octahydro-6H-3,6-methanopyrrolo[3,2-c]pyridine-6-carboxamide